C(C)(C)(C)OC(=O)NC(=S)NC(=O)OC(C)(C)C N,N'-bis-tert-butoxycarbonylthiourea